Cl.Cl.N1=C2C(=CC=C1)O[C@@H]1[C@@H]([C@H]2CN)CCCC1 |r| rac-1-[(5aS,9aR,10S)-6,7,8,9,9a,10-hexahydro-5aH-[1]benzopyrano[3,2-b]pyridin-10-yl]methanamine dihydrochloride